N[C@H](C1CCN(CC1)C(=O)C1=NC=NC(=C1)O)C1=C(C=C(C(=C1)Cl)Cl)O (R)-(4-(amino(4,5-dichloro-2-hydroxyphenyl)methyl)piperidin-1-yl)(6-hydroxy-pyrimidin-4-yl)methanone